FC=1C(=C(C=C(C1)CC(C)C)N1C[C@@H](N(CC1)CC1=NC=CC(=C1)C)C)C=1N=NNN1 (2S)-4-[3-fluoro-5-isobutyl-2-(2H-tetrazol-5-yl)phenyl]-2-methyl-1-[(4-methyl-2-pyridinyl)methyl]piperazine